ClC=1C=CC(=NC1)C1(N(CC(C1)OC)C(=O)N)C(=O)N 2-(5-chloropyridin-2-yl)-4-methoxypyrrolidine-1,2-dicarboxamide